5-[4-(2-cyclobutylsulfanyl-3-pyridyl)-2,6-difluoro-phenyl]hexanoic acid C1(CCC1)SC1=NC=CC=C1C1=CC(=C(C(=C1)F)C(CCCC(=O)O)C)F